2-(thiophen-2-ylmethyl)-1,3-dioxolane S1C(=CC=C1)CC1OCCO1